para-hydroxycinnamic acid OC1=CC=C(C=CC(=O)O)C=C1